FC(OC1CN(C1)C1CCC(CC1)NC(OCC1=CC=CC=C1)=O)F benzyl ((1r,4r)-4-(3-(difluoromethoxy)azetidin-1-yl)cyclohexyl)carbamate